C1(=C(C(=CC=C1)C(=O)O)C(=O)O)C(=O)O.[Cu] copper benzenetricarboxylic acid